γ-hydroxy butyrate C(CC(=O)O)CO